3,6-Dimethyloct-1-ene CC(C=C)CCC(CC)C